(4-((5-carbamoyl-2-methyl-1H-benzo[d]imidazol-1-yl)methyl)phenyl)boronic acid C(N)(=O)C1=CC2=C(N(C(=N2)C)CC2=CC=C(C=C2)B(O)O)C=C1